2-((2S,4S)-1-acryloyl-4-(8-chloro-4-(3-(dimethylamino)azetidin-1-yl)-6-fluoro-7-(5-fluoroquinolin-8-yl)-1H-imidazo[4,5-c]quinolin-1-yl)piperidin-2-yl)acetonitrile C(C=C)(=O)N1[C@@H](C[C@H](CC1)N1C=NC=2C(=NC=3C(=C(C(=CC3C21)Cl)C=2C=CC(=C1C=CC=NC21)F)F)N2CC(C2)N(C)C)CC#N